IC1=CC=C(C=C1)N(C1=CC=CC=C1)C1=CC=CC=C1 N-(4-iodophenyl)-N-phenylaniline